tert-Butyl N-[5-[(1S)-1-(tert-butoxycarbonylamino)ethyl]-1-pyrimidin-2-yl-1,2,4-triazol-3-yl]carbamate C(C)(C)(C)OC(=O)N[C@@H](C)C1=NC(=NN1C1=NC=CC=N1)NC(OC(C)(C)C)=O